2-chloro-4-fluoro-5-(2-(1-(tetrahydropyran-4-ylmethyl)pyrazol-4-yl)ethynyl)pyridine ClC1=NC=C(C(=C1)F)C#CC=1C=NN(C1)CC1CCOCC1